C(C)(C)(C)OC(=O)N1C(CCCC1)(N1N=NC=C1C)C Methyl-5-methyl-triazol-1-yl-piperidine-1-carboxylic acid tert-butyl ester